pyrrolo[2,1-b]Pyrimidine N=1C=2N(C=CC1)C=CC2